NC1=NC=CC(=C1Cl)S 2-amino-3-chloropyridine-4-thiol